O1C2=C(NCC1)C=CC=C2 3,4-dihydro-2H-benzo[b][1,4]oxazin